Pyridine-1,5(4H)-dicarboxylic acid di-tert-butyl ester C(C)(C)(C)OC(=O)N1C=CCC(=C1)C(=O)OC(C)(C)C